4-[(1S)-1-[[1-[(3R)-3-[3-(Trifluoromethyl)phenoxy]pyrrolidin-1-yl]cyclobutane-1-carbonyl]amino]ethyl]benzamide, hydrochloride Cl.FC(C=1C=C(O[C@H]2CN(CC2)C2(CCC2)C(=O)N[C@@H](C)C2=CC=C(C(=O)N)C=C2)C=CC1)(F)F